CN1C=C(C=2C1=CN=C(C2)NC(C)=O)C=2C=CC=1N(C(OC3(C1N2)COCC3)=O)C N-(1-methyl-3-(1'-methyl-2'-oxo-1',2',4,5-tetrahydro-2H-spiro[furan-3,4'-pyrido[3,2-d][1,3]oxazin]-6'-yl)-1H-pyrrolo[2,3-c]pyridin-5-yl)acetamide